1-(8-fluoro-7-(7-fluoro-3-(methoxy-methoxy)-8-((triisopropylsilyl)ethynyl)naphthalene-1-yl)-5-Methoxy-2-(methylthio)pyrido[4,3-d]pyrimidin-4-yl)azetidin-3-ol FC1=C(N=C(C2=C1N=C(N=C2N2CC(C2)O)SC)OC)C2=CC(=CC1=CC=C(C(=C21)C#C[Si](C(C)C)(C(C)C)C(C)C)F)OCOC